C[Si](CCOCN1N=CC2=C(C=CC(=C12)N1N=CN=C1)B1OC(C(O1)(C)C)(C)C)(C)C trimethyl-[2-[[4-(4,4,5,5-tetramethyl-1,3,2-dioxaborolan-2-yl)-7-(1,2,4-triazol-1-yl)indazol-1-yl]methoxy]ethyl]silane